C1(=CC=CC=C1)N(CC)C=1C=C2N=C(C=NC2=CC1)C=1C=NN(C1)C1OCCCC1 2-(Phenyl(3-(1-(tetrahydro-2H-pyran-2-yl)-1H-pyrazol-4-yl)quinoxalin-6-yl)amino)ethane